2-(2-methoxy-4-trifluoromethylphenyl)-1,7-dimethyl-8-(piperidin-3-ylamino)-1,7-dihydro-6H-purin-6-one COC1=C(C=CC(=C1)C(F)(F)F)C=1N(C(C=2N(C(=NC2N1)NC1CNCCC1)C)=O)C